ClC=1C(=NC(=C(C(=O)OC)C1)N1CCC(CCC1)(F)F)C methyl 5-chloro-2-(4,4-difluoroazepan-1-yl)-6-methylnicotinate